N-acetyl-N-methylpiperidine-4-carboxamide C(C)(=O)N(C(=O)C1CCNCC1)C